(S)-(3-(1-amino-1,3-dihydrospiro[indene-2,4'-piperidine]-1'-yl)-6-(2,3-dichlorophenyl)-5-methylpyrazin-2-yl)methanol N[C@@H]1C2=CC=CC=C2CC12CCN(CC2)C=2C(=NC(=C(N2)C)C2=C(C(=CC=C2)Cl)Cl)CO